methyl (2-fluorovinyl) disulfide FC=CSSC